methyl (2S)-2-[[(2R)-2,5-diamino-5-oxo-pentanoyl]amino]propanoate N[C@@H](C(=O)N[C@H](C(=O)OC)C)CCC(=O)N